C1(CC1)C1=CC=C(C=C1)C(C)(C)N 2-(4-cyclopropylphenyl)propan-2-amine